krypton decane CCCCCCCCCC.[Kr]